tert-Butyl 4-(oxazolo[5,4-c]pyridin-2-ylmethyl)piperidine-1-carboxylate N1=C(OC=2C=NC=CC21)CC2CCN(CC2)C(=O)OC(C)(C)C